1-methyl-pyrrolopyridine CN1C=CC2=C1C=CC=N2